BrC=1C=CC2=C(N=C(S2)C2CCC(CC2)N(C)C)C1 4-(5-Bromo-1,3-benzothiazol-2-yl)-N,N-dimethyl-cyclohexanamine